C(CCC)[C@@H]1N=C(C2=CC=C(C=C2C1)OC)C1=CC=C(C=C1)NC=1C=NC=CC1 N-{4-[(3S)-3-butyl-6-methoxy-3,4-dihydroisoquinolin-1-yl]phenyl}pyridin-3-amine